C1(CCC1)N1C(=NC2=C1C(=C(C=C2)N(C)C)F)NC(CC(C)(C)C)=O N-(1-cyclobutyl-6-(dimethylamino)-7-fluoro-1H-benzo[d]imidazol-2-yl)-3,3-dimethylbutanamide